C1(=CC=CC=C1)NC=1C=NC=CC1C1=CC=C(C(=O)N)C=C1 4-(3-(phenylamino)pyridin-4-yl)benzamid